allyl-N-(4-vinylpyrazolo[1,5-a]pyridin-5-yl)benzamide C(C=C)C1=C(C(=O)NC2=C(C=3N(C=C2)N=CC3)C=C)C=CC=C1